4,5-dihydro-3-phenyl-5-isoxazoleacetic acid C1(=CC=CC=C1)C1=NOC(C1)CC(=O)O